4-(6-methyl-1,3-benzothiazol-2-yl)-4-azatricyclo[5.2.1.02,6]dec-8-ene-3,5-dione CC1=CC2=C(N=C(S2)N2C(C3C4C=CC(C3C2=O)C4)=O)C=C1